(S)-1-[(S)-3-Methyl-1-{(9-methyl-3,9-diaza-3-spiro[5.5]undecyl)carbonyl}butyl]-3-isobutyl-2-piperazinone CC(C[C@@H](C(=O)N1CCC2(CC1)CCN(CC2)C)N2C([C@@H](NCC2)CC(C)C)=O)C